(R)-2-(3-methoxypyrrolidin-1-yl)thiazolo[4,5-d]pyrimidine-5,7-diol CO[C@H]1CN(CC1)C=1SC2=C(N=C(N=C2O)O)N1